S1N=NC=C1.[Se] selenium thiadiazole